4-(3-((5-(bromomethyl)pyridin-2-yl)thio)pyrrolidin-1-yl)-3-fluorobenzonitrile BrCC=1C=CC(=NC1)SC1CN(CC1)C1=C(C=C(C#N)C=C1)F